tert-Butyl (S)-2-(6-((1-formamido-2-methylpropan-2-yl)oxy)naphthalen-2-yl)propanoate C(=O)NCC(C)(C)OC=1C=C2C=CC(=CC2=CC1)[C@@H](C(=O)OC(C)(C)C)C